N-(3,4-dichlorophenyl)-5-((3,5-bistrifluoromethyl-1H-pyrazol-1-yl)methyl)furan-2-carboxamide ClC=1C=C(C=CC1Cl)NC(=O)C=1OC(=CC1)CN1N=C(C=C1C(F)(F)F)C(F)(F)F